ClC1=CC=C(C=C1)[C@@]1(C[C@H](CC1)C1=CC=C(C=C1)C(=O)OC)C(=O)O cis-1-(4-chlorophenyl)-3-(4-(methoxycarbonyl)phenyl)cyclopentane-1-carboxylic acid